nitrogen Bocamine C(=O)(OC(C)(C)C)N.[N]